2-((3R,4S)-3-aminotetrahydro-2H-pyran-4-yl)-N-benzyl-3,5-dichlorothieno[3,2-b]pyridin-7-amine N[C@H]1COCC[C@@H]1C1=C(C2=NC(=CC(=C2S1)NCC1=CC=CC=C1)Cl)Cl